bis(1,2,2,6,6-pentamethyl-4-piperidyl) [[3,5-bis(1,1-Dimethylethyl)-4-hydroxyphenyl]methyl]butylmalonate CC(C)(C)C=1C=C(C=C(C1O)C(C)(C)C)CC(C(=O)OC1CC(N(C(C1)(C)C)C)(C)C)(C(=O)OC1CC(N(C(C1)(C)C)C)(C)C)CCCC